ethyl 2-((5-(thiazol-5-yl)pyridin-2-yl)methyl)oxazole-4-carboxylate S1C=NC=C1C=1C=CC(=NC1)CC=1OC=C(N1)C(=O)OCC